FC1=C2CN(C(C2=CC(=C1C1CCN(CC1)CC1=C(C=CC(=C1)F)N1N=CC=C1)F)=O)C1C(NC(CC1)=O)=O 3-(4,6-difluoro-5-(1-(5-fluoro-2-(1H-pyrazol-1-yl)benzyl)piperidin-4-yl)-1-oxoisoindolin-2-yl)piperidine-2,6-dione